5-(2-(4-cyclobutylphenoxy)ethyl)-1H-indol C1(CCC1)C1=CC=C(OCCC=2C=C3C=CNC3=CC2)C=C1